[Cl-].[Cl-].C1(=CC=CC=C1)C(=[Zr+2](C1=C(C(=CC=2C3=CC(=C(C=C3CC12)C)C(C)(C)C)C(C)(C)C)C)C1C=CC=C1)C1=CC(=CC=C1)Cl phenyl(m-chlorophenyl)methylene(cyclopentadienyl)(2,7-dimethyl-3,6-di-tert-butylfluorenyl)zirconium dichloride